4-(4-((1R,5S)-3,8-diazabicyclo[3.2.1]octan-3-yl)-8-fluoro-2-((3-(4-fluorophenyl)tetrahydro-1H-pyrrolizin-7a(5H)-yl)methoxy)pyrido[4,3-d]pyrimidin-7-yl)-5,6-difluoronaphthalen-2-ol [C@H]12CN(C[C@H](CC1)N2)C=2C1=C(N=C(N2)OCC23CCCN3C(CC2)C2=CC=C(C=C2)F)C(=C(N=C1)C1=CC(=CC2=CC=C(C(=C12)F)F)O)F